N-(3-(8-oxa-3-azabicyclo[3.2.1]octan-3-yl)phenyl)-4-fluoro-7-methyl-1H-indole C12CN(CC(CC1)O2)C=2C=C(C=CC2)N2C=CC1=C(C=CC(=C21)C)F